OC1(C(N(C2CC12)C)=O)C#CC=1C=C(C=CC1)C1=CC=CC(=N1)C(=O)N 6-(3-((4-hydroxy-2-methyl-3-oxo-2-azabicyclo[3.1.0]hex-4-yl)ethynyl)phenyl)pyridinecarboxamide